C(C)(C)NCCN1C(NCC1)=O 1-[2-(isopropylamino)ethyl]imidazolidin-2-one